5-(3-((cyclohexylamino)methyl)-2-fluoro-6-hydroxyphenyl)-1,2,5-thiadiazolidin-3-one 1,1-dioxide C1(CCCCC1)NCC=1C(=C(C(=CC1)O)N1CC(NS1(=O)=O)=O)F